N-((S)-(4-(tert-butyl)phenyl)((R)-2'-iodo-6,6'-dimethyl-[1,1'-biphenyl]-2-yl)-λ4-sulfaneylidene)-4-chlorobenzamide C(C)(C)(C)C1=CC=C(C=C1)[S@](=NC(C1=CC=C(C=C1)Cl)=O)C1=C(C(=CC=C1)C)C1=C(C=CC=C1C)I